N1=CN(C=CC=C1)C1=NC(=NN1)C(=O)N 1,3-diazepin-3-yl-1,2,4-triazole-3-carboxamide